1-(3-(((1-(6-Methoxy-5-methylpyridin-3-yl)-4,5,7,8-tetrahydro-1H-oxepino[4,5-c]pyrazol-3-yl)oxy)methyl)pyrrolidin-1-yl)ethanone, Formate salt C(=O)O.COC1=C(C=C(C=N1)N1N=C(C2=C1CCOCC2)OCC2CN(CC2)C(C)=O)C